BrC1=CC=C(C=C1)C(CC(C(OC)OC)C1=CC=C(C=C1)CCCCCCCC)=O 1-(4-bromophenyl)-4,4-dimethoxy-3-(4-octylphenyl)butan-1-one